FC1=CC=C(C=C1)C1=NNC(=C1C1=CC=NC=C1)CCN1CCN(CC1)C 2-[3-(4-fluorophenyl)-4-(pyridin-4-yl)-1H-pyrazol-5-yl]-1-(4-methylpiperazin-1-yl)ethan